diphenyl(3-sulfonatophenyl)phosphin C1(=CC=CC=C1)P(C1=CC(=CC=C1)S(=O)(=O)[O-])C1=CC=CC=C1